COCOC=1C(=C(C#N)C=C(C1)C(F)(F)F)B1OC(C(O1)(C)C)(C)C 3-(Methoxymethoxy)-2-(4,4,5,5-tetramethyl-1,3,2-dioxaborolan-2-yl)-5-(trifluoromethyl)benzonitrile